((3R,4R)-4-((4-(cyclopropyl((5-(trifluoromethyl)pyridin-2-yl)methyl)amino)-7H-pyrrolo[2,3-d]pyrimidin-7-yl)methyl)-3-hydroxypiperidin-1-yl)acetamide C1(CC1)N(C=1C2=C(N=CN1)N(C=C2)C[C@@H]2[C@H](CN(CC2)CC(=O)N)O)CC2=NC=C(C=C2)C(F)(F)F